[Br-].COC1=CC=C(C=C1)[NH3+] 4-methoxy-phenyl-ammonium bromide